Piperidin-1-yl-(4-(1,2,3,4-tetrahydroquinolin-2-yl)phenyl)methanone N1(CCCCC1)C(=O)C1=CC=C(C=C1)C1NC2=CC=CC=C2CC1